C1(CC1)CN(C(OC(C)(C)C)=O)C1=NC=CC(=C1)C=1OC=C(N1)C(NC=1C(=NN(C1)C1CCC(CC1)C(N(CCOCC=O)C)=O)C(F)F)=O Tert-butyl N-(cyclopropylmethyl)-N-[4-[4-[[3-(difluoromethyl)-1-[4-[methyl-[2-(2-oxoethoxy)ethyl]carbamoyl]cyclohexyl]pyrazol-4-yl]carbamoyl]oxazol-2-yl]-2-pyridyl]carbamate